ClC1=CC=C(C(=C1CCC1=CC=C(C#N)C=C1)C=1C(N(N=C(C1O)C)C)=O)F 4-[2-[6-chloro-3-fluoro-2-(5-hydroxy-2,6-dimethyl-3-oxopyridazin-4-yl)phenyl]ethyl]benzonitrile